8-fluoro-6,12-dioxo-6H,12H-indolo[2,1-b]quinazoline-2-carbonitrile FC=1C=C2C(C3=NC4=CC=C(C=C4C(N3C2=CC1)=O)C#N)=O